((4-((2-(dimethylphosphoryl)-4-(pyridin-3-yl)phenyl)amino)-5-(trifluoromethyl)pyrimidin-2-yl)amino)benzoic acid CP(=O)(C)C1=C(C=CC(=C1)C=1C=NC=CC1)NC1=NC(=NC=C1C(F)(F)F)NC1=C(C(=O)O)C=CC=C1